FC(=C(C(F)(F)F)OCF)F 1,1,3,3,3-pentafluoro-2-(fluoromethoxy)-1-propene